bis-(hydroxyphenyl) sulfide OC1=C(C=CC=C1)SC1=C(C=CC=C1)O